2-chloro-5H,6H,7H-cyclopenta[b]pyridine-4-carboxylic acid ClC1=CC(=C2C(=N1)CCC2)C(=O)O